methyl 1-(2',5'-difluoro-[1,1'-biphenyl]-4-yl)-3-(4-methyl-5-(methylsulfonyl)thiazol-2-yl)-2-oxohexahydropyrimidine-5-carboxylate FC1=C(C=C(C=C1)F)C1=CC=C(C=C1)N1C(N(CC(C1)C(=O)OC)C=1SC(=C(N1)C)S(=O)(=O)C)=O